FC(C=1OC(=CC1C(=O)NC1=NC(=NS1)CC(C)(F)F)C1=CC(=CC=C1)C#N)(F)F 2-(trifluoromethyl)-5-(3-cyanophenyl)-N-(3-(2,2-difluoropropyl)-1,2,4-thiadiazol-5-yl)furan-3-carboxamide